N-((4-bromothien-2-yl)methyl)-N-(4-methoxybenzyl)acetamide BrC=1C=C(SC1)CN(C(C)=O)CC1=CC=C(C=C1)OC